N[C@@H]1[C@@H]2CC[C@H](C1)N2C=2C=1N(C=CN2)C(=C(N1)C1=CC(=C(C#N)C=C1)F)C1=CC2=C(N(N=N2)CC(C)(C)O)C=C1F |o1:1,2,5| 4-(8-(rel-(1S,2S,4R)-2-amino-7-azabicyclo[2.2.1]heptan-7-yl)-3-(6-fluoro-1-(2-hydroxy-2-methylpropyl)-1H-benzo[d][1,2,3]triazol-5-yl)imidazo[1,2-a]pyrazin-2-yl)-2-fluorobenzonitrile